CC1(OCCO1)C1=CC=C(O1)/C=C/C(=O)OC methyl (E)-3-[5-(2-methyl-1,3-dioxolan-2-yl) furan-2-yl]acrylate